F[B-](F)(F)F.C(#N)C1=CC=C(C=C1)[I+]C1=CC=C(C=C1)C#N bis(4-cyanophenyl)iodonium tetrafluoroborate